ClC=1N=C(C2=C(N1)C(=C(N=C2)Cl)F)N2CC(CCCC2)S(=O)(=O)C 2,7-dichloro-8-fluoro-4-(3-(methylsulfonyl)azepan-1-yl)pyrido[4,3-d]pyrimidine